FC=1C=C(C=NC1OC1=CC=NC2=CC(=C(C=C12)C=1OC=NN1)OC)NC(=O)C1(CC1)C(=O)NC1=CC=C(C=C1)F 1-N'-[5-fluoro-6-[7-methoxy-6-(1,3,4-oxadiazol-2-yl)quinolin-4-yl]oxypyridin-3-yl]-1-N-(4-fluorophenyl)cyclopropane-1,1-dicarboxamide